C(C)(C)(C)NC1=CC(=C2C(=N1)C=C(S2)C2=CC=NN2C2OCCCC2)NCC=2C=NN(C2)C N5-(tert-butyl)-N7-((1-methyl-1H-pyrazol-4-yl)methyl)-2-(1-(tetrahydro-2H-pyran-2-yl)-1H-pyrazol-5-yl)thieno[3,2-b]pyridine-5,7-diamine